1-(3-((6-aminopyridin-3-yl)oxy)phenyl)-3-(4-methylphenyl)urea NC1=CC=C(C=N1)OC=1C=C(C=CC1)NC(=O)NC1=CC=C(C=C1)C